C1(=CC=CCC1)C(=O)OC(C)(C)C tert-butyl cyclohexane-1,3-diene-1-carboxylate